Cl.C1=CC=CC=2C3=CC=CC=C3C(C12)COC(=O)N[C@H](C(=O)O)CCN(C1=CC=CC=C1)C (S)-2-((((9H-fluoren-9-yl)methoxy)carbonyl)amino)-4-(methyl(phenyl)amino)butanoic acid hydrochloride